6-amino-2-[(1S)-1-amino-1,3-dihydrospiro[indene-2,4'-piperidine]-1'-yl]-5-(2,3-dichlorophenyl)pyrimidine-4-carbonitrile NC1=C(C(=NC(=N1)N1CCC2(CC1)[C@@H](C1=CC=CC=C1C2)N)C#N)C2=C(C(=CC=C2)Cl)Cl